3-(5-(4-(5-(2-fluoro-4-(3-(4-fluoro-3-(trifluoromethyl)phenyl)-7-hydroxychroman-4-yl)phenoxy)pentyl)piperazin-1-yl)-1-oxoisoindolin-2-yl)piperidine-2,6-dione FC1=C(OCCCCCN2CCN(CC2)C=2C=C3CN(C(C3=CC2)=O)C2C(NC(CC2)=O)=O)C=CC(=C1)C1C(COC2=CC(=CC=C12)O)C1=CC(=C(C=C1)F)C(F)(F)F